FC1(CCN(CC1)C=1C=2N(C=C(N1)C(=O)O)C=CN2)F 8-(4,4-Difluoropiperidin-1-yl)imidazo[1,2-a]pyrazine-6-carboxylic acid